BrC=1C(=C2C(N(C=NC2=CC1)C1CC1)=O)F 6-bromo-3-cyclopropyl-5-fluoroquinazolin-4-one